methyl 2-(4-(3-(2-methyl-3-(4,4,5,5-tetramethyl-1,3,2-dioxaborolan-2-yl)phenoxy)propyl)piperidin-1-yl)acetate CC1=C(OCCCC2CCN(CC2)CC(=O)OC)C=CC=C1B1OC(C(O1)(C)C)(C)C